trans-N-[8-amino-7-(hydroxymethyl)-6-(4-methyl-3-pyridyl)-3-isoquinolyl]-2-cyano-cyclopropane-1-carboxamide NC=1C(=C(C=C2C=C(N=CC12)NC(=O)[C@H]1[C@@H](C1)C#N)C=1C=NC=CC1C)CO